3-mesityl-5-methyl-1H-pyrazol-4-ol C1(=C(C(=CC(=C1)C)C)C1=NNC(=C1O)C)C